(2-(4-(2-bromobenzoyl)phenoxy)ethyl)nicotinamide BrC1=C(C(=O)C2=CC=C(OCCC3=C(C(=O)N)C=CC=N3)C=C2)C=CC=C1